C(CCCCC)C1CCC(O1)=O 5-hexyl-dihydro-2(3H)-furanone